C(#C)[C@@H]1N([C@H]2CN(C[C@@H]1C2)C2=CC=CC=C2)C(=O)OC(C)(C)C tert-Butyl (1S,5R,7R)-7-ethynyl-3-phenyl-3,6-diazabicyclo[3.2.1]octane-6-carboxylate